C(C)O[C@@H]1CC[C@H](CC1)N1N=C(C(=C1)NC(=O)C=1N=C(SC1)C=1C=NNC1)C1=CC=C2C(=N1)N=CO2 N-(1-(trans-4-ethoxycyclohexyl)-3-(oxazolo[4,5-b]pyridin-5-yl)-1H-pyrazol-4-yl)-2-(1H-pyrazol-4-yl)thiazole-4-carboxamide